fluoro-3-isothiocyanato-2-methoxy-benzene FC1=C(C(=CC=C1)N=C=S)OC